1-(3-fluorophenyl)hexan-1-ol FC=1C=C(C=CC1)C(CCCCC)O